(5-(3,5-difluorophenyl)-4,5-dihydro-1H-pyrazol-1-yl)(3-(fluoromethyl)bicyclo[1.1.1]pent-1-yl)methanone FC=1C=C(C=C(C1)F)C1CC=NN1C(=O)C12CC(C1)(C2)CF